BrC=1C(OC2=CC(=CC=C2C1)COC(C1=CC=CC=C1)(C1=CC=CC=C1)C1=CC=C(C=C1)OC)(C)C 3-bromo-7-(((4-methoxyphenyl)diphenylmethoxy)methyl)-2,2-dimethyl-2H-chromene